N-(4-{4-amino-7-iodo-1-methyl-1H-pyrazolo[4,3-c]pyridin-3-yl}-2-fluorophenyl)ethane-1-sulfonamide ethyl-5-acetyl-6-methyl-2-oxo-1-phenyl-1,2-dihydropyridine-3-carboxylate C(C)OC(=O)C=1C(N(C(=C(C1)C(C)=O)C)C1=CC=CC=C1)=O.NC1=NC=C(C2=C1C(=NN2C)C2=CC(=C(C=C2)NS(=O)(=O)CC)F)I